1,1'-carbonyl-diimidazole tert-butyl-4-(4-amino-7-methyl-7H-pyrrolo[2,3-d]pyrimidin-5-yl)-3,6-dihydropyridine-1(2H)-carboxylate C(C)(C)(C)OC(=O)N1CCC(=CC1)C1=CN(C=2N=CN=C(C21)N)C.C(=O)(N2C=NC=C2)N2C=NC=C2